N1C(=CC2=CC=CC=C12)CCNC(=O)C1=NC2=CC(=C(C=C2N(C1=O)C[C@@H]([C@@H]([C@@H](CO)O)O)O)C)C N-(2-(1H-indol-2-yl)ethyl)-6,7-dimethyl-3-oxo-4-((2S,3S,4R)-2,3,4,5-tetrahydroxypentyl)-3,4-dihydroquinoxaline-2-carboxamide